C(C)(C)C1=C(C=O)C=CC=C1 2-ISO-PROPYLBENZALDEHYDE